N-(5-((4,4-Difluorocyclohexyl)oxy)-2-methoxyphenyl)-3-methyl-2-oxo-oxazolidine-4-carboxamide FC1(CCC(CC1)OC=1C=CC(=C(C1)NC(=O)C1N(C(OC1)=O)C)OC)F